FC=1C=C(C=CC1)S(=O)(=O)C1=CC=C(C(=O)O)C=C1 4-[(3-fluorophenyl)sulfonyl]benzoic acid